1-(6-Bromo-8-fluoro-2,3-dihydro-4H-benzo[b][1,4]oxazin-4-yl)ethan-1-one BrC1=CC2=C(OCCN2C(C)=O)C(=C1)F